2-(6'-amino-[3,3'-bipyridin]-5-yl)-N-(5-cyanothiazol-2-yl)propanamide NC1=CC=C(C=N1)C=1C=NC=C(C1)C(C(=O)NC=1SC(=CN1)C#N)C